4-bromo-4'-propionyl-biphenyl BrC1=CC=C(C=C1)C1=CC=C(C=C1)C(CC)=O